pyridazinethioate N1=NC(=CC=C1)C([O-])=S